N'-hydroxy-5-((3-(5-(trifluoromethoxy)pyridin-2-yl)-1,2,4-oxadiazol-5-yl)amino)picolinimidamide ON=C(C1=NC=C(C=C1)NC1=NC(=NO1)C1=NC=C(C=C1)OC(F)(F)F)N